[Si](C)(C)(C(C)(C)C)OCCCC1(C(NC2=CC(=NC=C2C1)Cl)C=O)C1=C(C(=CC(=C1Cl)OC)OC)Cl 3-((tert-Butyldimethylsilanyloxy)propyl)-7-chloro-3-(2,6-dichloro-3,5-dimethoxyphenyl)-1,6-naphthyridine-2(1H)-aldehyde